6-Chloro-N-{1-methyl-3-[3-(trifluoromethyl)phenyl]-1H-pyrazol-5-yl}quinoline-7-carboxamide ClC=1C=C2C=CC=NC2=CC1C(=O)NC1=CC(=NN1C)C1=CC(=CC=C1)C(F)(F)F